8,8-dimethyl-2-(methyl-(phenyl)amino)-7-oxospiro[3.5]Non-5-ene-6-carbonitrile CC1(C(C(=CC2(CC(C2)N(C2=CC=CC=C2)C)C1)C#N)=O)C